C(C)OC(=O)C=1N=C(OC1C1=C(C=CC=C1)[N+](=O)[O-])C1=CC=C(C=C1)Cl 2-(4-chlorophenyl)-5-(2-nitrophenyl)Oxazole-4-carboxylic acid ethyl ester